ethoxyoxymethyl-hydrazine trifluoroacetate FC(C(=O)O)(F)F.C(C)OOCNN